C[C@H]1CCC(N(C1)C(C(=O)OC)=O)C1=CC=C2C3(C(NC2=C1)=O)CC3 methyl 2-((5S)-5-methyl-2-(2'-oxospiro[cyclopropane-1,3'-indolin]-6'-yl)piperidin-1-yl)-2-oxoacetate